C(C)N[C@H](C)C=1C(=NC=CC1)N(CC1=CC=C(C=C1)OC)CC1=CC=C(C=C1)OC 3-[(1R)-1-(ethylamino)ethyl]-N,N-bis[(4-methoxyphenyl)methyl]pyridin-2-amine